O[C@@H]1[C@H](CO[C@@H]([C@@H]1O)CO)NC=1C=C(C(=O)N)C=C(N1)OC 2-(((3S,4R,5R,6R)-4,5-dihydroxy-6-(hydroxymethyl)tetrahydro-2H-pyran-3-yl)amino)-6-methoxyisonicotinamide